1-[(2R,4S)-4-[4-amino-3-[2-(6-fluoro-1-methyl-1,3-benzodiazol-5-yl)ethynyl]pyrazolo[4,3-c]pyridin-1-yl]-2-(methoxymethyl)pyrrolidin-1-yl]prop-2-en-1-one NC1=NC=CC2=C1C(=NN2[C@H]2C[C@@H](N(C2)C(C=C)=O)COC)C#CC2=CC1=C(N(C=N1)C)C=C2F